C(C(C)C)COC methyl isobutyl-methyl ether